N,N-dimethyl-2,6-cis-dimethylpiperidinium C[N+]1([C@H](CCC[C@H]1C)C)C